2-(((R)-1-(2-((S)-2-(fluoromethyl)azetidin-1-yl)-3,7-dimethyl-4-oxo-4H-pyrido[1,2-a]pyrimidin-9-yl)ethyl)amino)benzoic acid FC[C@H]1N(CC1)C=1N=C2N(C(C1C)=O)C=C(C=C2[C@@H](C)NC2=C(C(=O)O)C=CC=C2)C